C(C=C)(=O)O.C(C=C)(=O)O.C(C=C)(=O)O.C(O)C(CC)(CO)CO Trimethylolpropane triacrylat